CC1CC(CC(C1)C)[Si](OC)(OC)C1CC(CC(C1)C)C Bis(3,5-dimethylcyclohexyl)dimethoxysilane